O1[C@@H]2[C@@H](CC1)CCC2 |r| rac-(3aR,6aS)-hexahydro-2H-cyclopenta[b]furan